6-amino-N-(2-methyl-5-((4-((4-methylpiperazin-1-yl)methyl)-3-(trifluoromethyl)phenyl)carbamoyl)phenyl)nicotinamide NC1=NC=C(C(=O)NC2=C(C=CC(=C2)C(NC2=CC(=C(C=C2)CN2CCN(CC2)C)C(F)(F)F)=O)C)C=C1